9,9',9'',9'''-(4-(2-(pyridin-2-yl)phenyl)pyridine-2,3,5,6-tetrayl)tetrakis(9H-carbazole-3-carbonitrile) N1=C(C=CC=C1)C1=C(C=CC=C1)C1=C(C(=NC(=C1N1C2=CC=CC=C2C=2C=C(C=CC12)C#N)N1C2=CC=CC=C2C=2C=C(C=CC12)C#N)N1C2=CC=CC=C2C=2C=C(C=CC12)C#N)N1C2=CC=CC=C2C=2C=C(C=CC12)C#N